(1S,2R)-2-(5-(tert-butyl)-3-((7-methoxy-1-methyl-6-(pyrazolo[1,5-a]pyrazin-3-yloxy)-1H-imidazo[4,5-b]pyridin-2-yl)amino)-1H-pyrazol-1-yl)cyclopentan-1-ol C(C)(C)(C)C1=CC(=NN1[C@H]1[C@H](CCC1)O)NC=1N(C=2C(=NC=C(C2OC)OC=2C=NN3C2C=NC=C3)N1)C